trans-cyclohexane-1,4-dicarboxylic acid diphenyl ester C1(=CC=CC=C1)OC(=O)[C@@H]1CC[C@H](CC1)C(=O)OC1=CC=CC=C1